ClC=1C=C(C(=C(C1)O)C1=C2C(=C(N=N1)N[C@@H]1[C@H](CCCC1)O)C=NC=C2)F 5-chloro-3-fluoro-2-[4-[[(1S,2S)-2-hydroxycyclohexyl]amino]pyrido[3,4-d]pyridazin-1-yl]phenol